4-chloro-7-fluoro-2-methylquinazoline ClC1=NC(=NC2=CC(=CC=C12)F)C